4-bromophenylpinacol BrC1=CC=C(C=C1)CC(O)(C)C(C)(C)O